[O-]S(=O)(=O)C(F)(F)F.CN1C=C(C2=CC=CC=C12)C(C1=CC=CC=C1)[P+](C1=CC=CC=C1)(C1=CC=CC=C1)C1=CC=CC=C1 ((1-methyl-1H-indol-3-yl)(phenyl)methyl)triphenyl-phosphonium triflate